2-((3-(phenylmethoxy)benzyl)amino)ethan-1-ol C1(=CC=CC=C1)COC=1C=C(CNCCO)C=CC1